3-fluoro-N-(4-fluoro-3-(3-methylquinoxaline-6-carbonyl)phenyl)benzamide FC=1C=C(C(=O)NC2=CC(=C(C=C2)F)C(=O)C=2C=C3N=C(C=NC3=CC2)C)C=CC1